(S)-1-ethynyl-N-(1-methylcyclopropyl)-4-((3-methylisoxazol-5-yl)methyl)-5-oxo-1,2,4,5-tetrahydroimidazo[1,2-a]quinazoline-7-sulfonamide C(#C)[C@H]1CN=C2N1C1=CC=C(C=C1C(N2CC2=CC(=NO2)C)=O)S(=O)(=O)NC2(CC2)C